NC=1C(=CC(=CC1)C)C 2,4-Xylidine